FC(C)(F)C=1C=C(C=CC1)N1C(N=CC(=C1)C)C1=CC=C(C=C1)OC N-(3-(1,1-difluoroethyl)phenyl)-2-(4-methoxyphenyl)-5-methylpyrimidine